CC1(OB(OC1(C)C)C=1C=NC(=NC1)C(C)(C)O)C 2-(5-(4,4,5,5-tetramethyl-1,3,2-dioxaborolan-2-yl)pyrimidin-2-yl)propan-2-ol